4-(2-methoxy-ethoxy)-5-methylpyridin-3-amine COCCOC1=C(C=NC=C1C)N